tert-butyl (4-hydroxy-3-methylbutyl)(3-phenylpropyl)carbamate OCC(CCN(C(OC(C)(C)C)=O)CCCC1=CC=CC=C1)C